(R)-6-(2-amino-5-(3-((dimethylamino)methyl)-4-(2-methylmorpholino)phenyl)-6-fluoropyridin-3-yl)-7-fluoro-3,4-dihydroisoquinolin-1(2H)-one NC1=NC(=C(C=C1C=1C=C2CCNC(C2=CC1F)=O)C1=CC(=C(C=C1)N1C[C@H](OCC1)C)CN(C)C)F